4-{(1R,2R)-2-[3-(4-fluorophenyl)-1,2,4-oxadiazol-5-yl]cyclopropyl}benzenesulfonamide FC1=CC=C(C=C1)C1=NOC(=N1)[C@H]1[C@@H](C1)C1=CC=C(C=C1)S(=O)(=O)N